C(C)OC(=O)C=1C=CC=C2C=CNC12 Indole-7-carboxylic acid ethyl ester